(racemic)-4-(4-(9-(2-bromo-6-chlorobenzyl)-6-(1-methylcyclopropoxy)-9H-purin-8-yl)-3-chlorophenoxy)-2-methylbutanoic acid BrC1=C(CN2C3=NC=NC(=C3N=C2C2=C(C=C(OCC[C@H](C(=O)O)C)C=C2)Cl)OC2(CC2)C)C(=CC=C1)Cl |r|